tert-butyl 5-(((trifluoromethyl)sulfonyl)oxy)-3,3a,4,6a-tetrahydrocyclopenta[c]pyrrole-2(1H)-carboxylate FC(S(=O)(=O)OC=1CC2C(CN(C2)C(=O)OC(C)(C)C)C1)(F)F